ClC1=C(C=C(C=C1)N1C(NC(=CC1=O)C(F)(F)F)=O)C1=NOC(C1)C 3-(2-chloro-5-(2,6-dioxo-4-trifluoromethyl-3,6-dihydropyrimidin-1(2H)-yl)phenyl)-5-methyl-4,5-dihydroisoxazole